tert-butyl 4-(4-chloro-7,7-dimethyl-5-oxo-5,7-dihydroindolo[1,2-a]quinazolin-9-yl)piperidine-1-carboxylate ClC=1C=2C(N=C3N(C2C=CC1)C1=CC=C(C=C1C3(C)C)C3CCN(CC3)C(=O)OC(C)(C)C)=O